FC(C)(C)C=1C=CC(=NC1C)S(=O)(=O)Cl 5-(2-fluoropropan-2-yl)-6-methylpyridine-2-sulfonyl chloride